C(=O)C1CCN(CC1)C=1C=CC(=NC1)C#N 5-(4-formylpiperidin-1-yl)picolinonitrile